5-[(dibenzylamino)methyl]-1,3,4-thiadiazol-2-amine C(C1=CC=CC=C1)N(CC1=CC=CC=C1)CC1=NN=C(S1)N